COC(C1=NC(=CC=C1N[C@H](C)C1=C2N=C(C(=NC2=CC(=C1)C)C#N)O)Cl)=O.OC[C@@H]1C[C@@H](C(N1)=O)CC#C (3s,5s)-5-(hydroxymethyl)-3-(prop-2-ynyl)pyrrolidin-2-one methyl-(R)-6-chloro-3-((1-(2-cyano-3-hydroxy-7-methylquinoxalin-5-yl)ethyl)amino)picolinate